C(#C)C=1C(=CC=C2C=CC=C(C12)C1=C(C=2N=C(N=C(C2C=N1)N([C@H]1[C@H](NCC1)C)C)OC[C@H]1N(CCC1)C)F)F 7-(8-ethynyl-7-fluoronaphthalen-1-yl)-8-fluoro-N-methyl-2-(((S)-1-methylpyrrolidin-2-yl)methoxy)-N-((2R,3R)-2-methylpyrrolidin-3-yl)pyrido[4,3-d]pyrimidin-4-amine